C(C)(C)OC1CN(C1)C(=O)O[C@@H]1CC[C@H](CC1)C(N(C[C@@H]1CC[C@H](CC1)C1=NC(=C(C=C1)OC)C)C1=NC=CC(=C1)C=1N=C(OC1)C(C)C)=O trans-4-((4-(2-Isopropyloxazol-4-yl)pyridin-2-yl)((trans-4-(5-methoxy-6-methylpyridin-2-yl)cyclohexyl)methyl)carbamoyl)cyclohexyl 3-isopropoxyazetidine-1-carboxylate